BrC1=C2CCCC2=C(C=C1[N+](=O)[O-])F 4-Bromo-7-fluoro-5-nitro-2,3-dihydro-1H-indene